FC1=C(C=C(C(=C1)F)C(F)(F)F)O 2,4-difluoro-5-(trifluoromethyl)phenol